FC=1C=CC(=C(C1)O)C=1N=NC(=C2C1C=NC=C2)N[C@H]2[C@H](CCCC2)O 5-fluoro-2-(1-(((1R,2S)-2-hydroxycyclohexyl)amino)pyrido[3,4-d]pyridazin-4-yl)phenol